4-(4-(5-aminopentyl)oxazol-2-yl)-N,N-dipropylbenzenesulfonamide hydrochloride Cl.NCCCCCC=1N=C(OC1)C1=CC=C(C=C1)S(=O)(=O)N(CCC)CCC